methyl 8-[[(1S)-1-[(2S,4R)-2-[[(1R)-1-(4-ethynylphenyl)-2-hydroxy-ethyl]carbamoyl]-4-hydroxy-pyrrolidine-1-carbonyl]-2,2-dimethyl-propyl]amino]-8-oxo-octanoate C(#C)C1=CC=C(C=C1)[C@H](CO)NC(=O)[C@H]1N(C[C@@H](C1)O)C(=O)[C@H](C(C)(C)C)NC(CCCCCCC(=O)OC)=O